1-[1-[5-(difluoromethyl)-1,3,4-thiadiazol-2-yl]-4-(6-methoxypyrimidin-4-yl)-1H-indazole-6-sulfonamido]cyclopropane-1-carboxamide FC(C1=NN=C(S1)N1N=CC2=C(C=C(C=C12)S(=O)(=O)NC1(CC1)C(=O)N)C1=NC=NC(=C1)OC)F